BrC=1C=CC(=NC1)N1C[C@H]2C([C@H]2C1)COC(NC(=O)OC(C)(C)C)=O (((1R,5S,6s)-3-(5-bromopyridin-2-yl)-3-azaBicyclo[3.1.0]hexane-6-yl)methyl)(tert-butoxycarbonyl)carbamate